(4-(7-Ethyl-8-(naphthalen-1-ylmethyl)-2,6-dioxo-1-(prop-2-yn-1-yl)-1,2,6,7-tetrahydro-3H-purin-3-yl)butyl)phosphonic acid C(C)N1C(=NC=2N(C(N(C(C12)=O)CC#C)=O)CCCCP(O)(O)=O)CC1=CC=CC2=CC=CC=C12